2-ethyl-2-(2-hydroxypropan-2-yl)cyclopropane-1-carboxylate C(C)C1(C(C1)C(=O)[O-])C(C)(C)O